S(N)(OC[C@@H]1[C@H](C[C@@H](C1)NC1=NC=NC=C1C(=O)C=1SC(=C(C1)CC1=CC(=CC=C1)Cl)[C@H]1OCCC1)O)(=O)=O [(1R,2S,4R)-4-{[5-({4-(3-chlorobenzyl)-5-[(2S)-tetrahydrofuran-2-yl]-2-thienyl}carbonyl)pyrimidin-4-yl]amino}-2-hydroxycyclopentyl]methyl sulfamate